1-Methyl (Z)-2-azido-3-(2-chloro-4-methoxy-phenyl)prop-2-enoate N(=[N+]=[N-])\C(\C(=O)OC)=C/C1=C(C=C(C=C1)OC)Cl